ClC1=C(C(=CC=C1)F)C1=NC=2N(C(=N1)NC1=CC(=C(C=C1)C=1CCN(CC1)C1CC1)OCC)N=CC2 2-(2-chloro-6-fluorophenyl)-N-(4-(1-cyclopropyl-1,2,3,6-tetrahydropyridin-4-yl)-3-ethoxyphenyl)pyrazolo[1,5-a][1,3,5]triazin-4-amine